(8-((4-(cyclopropylamino)-3-(trifluoromethyl)-1H-pyrrolo[2,3-b]pyridin-6-yl)amino)-2,3-dihydrobenzo[b][1,4]dioxin-5-yl)(morpholino)methanone 2,2,2-trifluoroacetate FC(C(=O)O)(F)F.C1(CC1)NC1=C2C(=NC(=C1)NC1=CC=C(C3=C1OCCO3)C(=O)N3CCOCC3)NC=C2C(F)(F)F